2-methyl-2-propenoic acid-2-2-methoxyethoxyethyl ester COCCOCCOC(C(=C)C)=O